rac-(3S)-1-[6-[2-(5-fluoro-6-methyl-2-pyridyl)imidazo[1,2-a]pyridin-3-yl]-3-quinolyl]-N,N-dimethyl-pyrrolidin-3-amine FC=1C=CC(=NC1C)C=1N=C2N(C=CC=C2)C1C=1C=C2C=C(C=NC2=CC1)N1C[C@H](CC1)N(C)C |r|